CC1=CC=C(C(=S)C2=CC=C(C=C2)C(C)=O)C=C1 4-(4-methylbenzothioyl)phenyl-ethanone